ClC1=CC2=C(N=C(O2)C2CC2)C=C1CO (6-chloro-2-cyclopropyl-1,3-benzooxazol-5-yl)methanol